NC=1N=NC(=CC1C1=CC(=NC=C1)N1CCC(CC1)N1CCC2(CC1)COC1=C3CN(C(C3=CC=C12)=O)C1C(NC(CC1)=O)=O)C1=C(C=CC=C1)O 3-(1'-(1-(4-(3-amino-6-(2-hydroxyphenyl)pyridazin-4-yl)pyridin-2-yl)piperidin-4-yl)-6-oxo-6,8-dihydro-2H,7H-spiro[furo[2,3-e]isoindole-3,4'-piperidin]-7-yl)piperidine-2,6-dione